tert-butyl (1R)-5-bromo-1-methyl-3,4-dihydroisoquinoline-2(1H)-carboxylate BrC1=C2CCN([C@@H](C2=CC=C1)C)C(=O)OC(C)(C)C